tert-butyl 3-(2-oxopyridin-1(2H)-yl)piperidine-1-carboxylate O=C1N(C=CC=C1)C1CN(CCC1)C(=O)OC(C)(C)C